C(#N)C1=C(C=C(C=C1)N1C[C@H](N(C[C@@H]1C)C(=O)OC(C)(C)C)C)OC Tert-butyl (2R,5S)-4-(4-cyano-3-methoxyphenyl)-2,5-dimethylpiperazine-1-carboxylate